(4-(((3R,4R)-1-(2-cyanoacetyl)-4-methylpiperidin-3-yl) (methyl)amino)-7H-pyrrolo[2,3-d]pyrimidin-7-yl)methyl 2-(1-(4-chlorobenzoyl)-5-methoxy-2-methyl-1H-indol-3-yl)acetate ClC1=CC=C(C(=O)N2C(=C(C3=CC(=CC=C23)OC)CC(=O)OCN2C=CC3=C2N=CN=C3N(C)[C@H]3CN(CC[C@H]3C)C(CC#N)=O)C)C=C1